O=C1NC(CCC1N1C(C2=CC=C(C=C2C1=O)NCCC1=CN=NN1CCOCCOCCNC([O-])=O)=O)=O [2-[2-[2-[5-[2-[[2-(2,6-dioxo-3-piperidyl)-1,3-dioxo-isoindolin-5-yl]amino] ethyl]triazol-1-yl]ethoxy]ethoxy]ethyl]carbamate